3-(2-chlorophenyl)-2-(((7-((3,4-dichlorophenyl)amino)-[1,2,4]triazolo[1,5-a]pyrimidin-5-yl)methyl)thio)-6-oxo-1,6-dihydropyrimidine-5-carbonitrile ClC1=C(C=CC=C1)N1C(NC(C(=C1)C#N)=O)SCC1=NC=2N(C(=C1)NC1=CC(=C(C=C1)Cl)Cl)N=CN2